pyrrol-1-yl bicyclo[2.2.1]hept-5-ene-2-carboxylate C12C(CC(C=C1)C2)C(=O)ON2C=CC=C2